2-oxoethylthiomorpholine O=CCN1CCSCC1